oxydiethylene ether potassium phosphate P(=O)([O-])([O-])[O-].[K+].O1CCOCC1.[K+].[K+]